2-{4-[(6-chloroquinoxalin-2-yl)oxy]phenoxy}propanoic acid ClC=1C=C2N=CC(=NC2=CC1)OC1=CC=C(OC(C(=O)O)C)C=C1